FC=1C=CC(=C(C1)C(\C=C\C1=CC(=C(C=C1)C(C)C)OC)=O)O (E)-1-(5-fluoro-2-hydroxyphenyl)-3-(4-isopropyl-3-methoxyphenyl)prop-2-en-1-one